(R)-2-(2,4-Difluorophenyl)-4-(3-((2-hydroxyethyl)amino)azepan-1-yl)phthalazin-1(2H)-one-hydroChloride Cl.FC1=C(C=CC(=C1)F)N1C(C2=CC=CC=C2C(=N1)N1C[C@@H](CCCC1)NCCO)=O